(2R)-N-[(2R)-2-aminopropyl]-N-benzyl-2-bromo-3-methylbutanamide dihydrochloride Cl.Cl.N[C@@H](CN(C([C@@H](C(C)C)Br)=O)CC1=CC=CC=C1)C